OC(CCCC1=CCC(CC1)C=O)(C)C 4-(4-hydroxy-4-methyl-pentyl)-3-cyclohexene-1-carboxaldehyde